CC(C(=O)[O-])(O)C1=CC=CC=C1 Methylphenylglycolate